OC1=C(C=C(C2=COC3=CC(=CC(=C3C2=O)O)O)C=C1)OC 4',5,7-trihydroxy-3'-methoxyisoflavone